CC1=C(C=C(C=C1)C)CC(=O)NC1(CCC(CC1)OC)C(=O)O 1-[2-(2,5-dimethylphenyl)acetamido]-4-methoxycyclohexyl-formic acid